ClC(CCCCC)(Cl)N=C=O 1,1-dichlorohexyl isocyanate